Cl.NC1=C(C2=C(CSC23CNC3)[Se]1)C#N 2'-amino-6'H-spiro[azetidine-3,4'-selenopheno[2,3-c]thiophene]-3'-carbonitrile hydrochloride